3-carbonyl-propionamide C(=O)=CCC(=O)N